N-(3-cyano-1-cyclobutyl-1H-indol-2-yl)-3,3-dimethylbutyramide C(#N)C1=C(N(C2=CC=CC=C12)C1CCC1)NC(CC(C)(C)C)=O